2,2'-bipyridine-5,5'-dicarboxamidine N1=C(C=CC(=C1)C(=N)N)C1=NC=C(C=C1)C(=N)N